ethyl (Z)-4-phenyl-2-fluoro-4-(3-toluenesulfonyl)-2-butenoate C1(=CC=CC=C1)C(\C=C(\C(=O)OCC)/F)S(=O)(=O)C=1C=C(C)C=CC1